C(CC(=O)O)(=O)O.C1(=CCCC1)O (R)-cyclopentenol malonate